N[C@H](C(C)C)C1=CC(=CS1)C(N)=N (R)-5-(1-amino-2-methylpropyl)thiophene-3-carboximidamide